2-[4-bromo-3-(methoxymethoxy)phenyl]-5-methylfuran BrC1=C(C=C(C=C1)C=1OC(=CC1)C)OCOC